(E)-1-(4-amino-5-fluoro-2-hydroxy-3-nitrophenyl)-3-(pyridin-2-yl)prop-2-en-1-one NC1=C(C(=C(C=C1F)C(\C=C\C1=NC=CC=C1)=O)O)[N+](=O)[O-]